O=S1(CCN(CC1)CC(C(=O)O)(C)C)=O 3-(1,1-dioxo-1,4-thiazinan-4-yl)-2,2-dimethyl-propanoic acid